O1C2C(CC(C1)O)OCCC2 octahydropyrano[3,2-b]Pyran-3-ol